2,7-bis(bromomethyl)-9,9-dihexyl-9H-fluorene BrCC1=CC=2C(C3=CC(=CC=C3C2C=C1)CBr)(CCCCCC)CCCCCC